ClC1=NC=C(C(=O)NOC)C(=C1)NC1=C(C=C(C=C1)C(F)(F)F)N(S(=O)(=O)C)C 6-Chloro-N-methoxy-4-((2-(N-methylmethylsulfonamido)-4-(trifluoromethyl)phenyl)amino)nicotinamide